hydroxy-pregn-4-ene-3,11,20-trione OCC([C@H]1CC[C@H]2[C@@H]3CCC4=CC(CC[C@]4(C)[C@H]3C(C[C@]12C)=O)=O)=O